ClC=1C=C(C=CC1C(F)(F)F)C1CC2(C1)CCN(CC2)C(=O)OC(C)(C)C tert-Butyl 2-(3-chloro-4-(trifluoromethyl)phenyl)-7-azaspiro[3.5]nonane-7-carboxylate